COC=1C=C2C(=CN1)NC(C21CCNCC1)=O 5-methoxyspiro[1H-pyrrolo[2,3-c]pyridine-3,4'-piperidine]-2-one